CC=1N=C(SC1C(C)C)NC(=O)C1(CC1)C(NC1=C(C=CC=C1F)F)=O methyl-2-[[1-[(2,6-difluorophenyl)carbamoyl]cyclopropanecarbonyl]amino]-5-isopropyl-thiazole